NC1=C(C=2C(=NC=C(C2S1)F)C=1C2=C(C=3C=NC(=NC3C1F)N1[C@H]([C@H](CC1)N(C)CCO)C)COC2)C#N 2-Amino-7-fluoro-4-(5-fluoro-3-((2S,3S)-3-((2-hydroxyethyl)(methyl)-amino)-2-methylpyrrolidin-1-yl)-7,9-dihydro-furo[3,4-f]quinazolin-6-yl)thieno[3,2-c]pyridine-3-carbonitrile